ClC1=C2C=C(NC2=CC(=C1F)Cl)C(=O)O 4,6-dichloro-5-fluoro-1H-indole-2-carboxylic acid